ClC1=C(C(=CC(=C1)OC(F)(F)F)Cl)NC=1N(C2=NC(=NC=C2N1)NC1CCC(CC1)(F)F)C1CCC(CC1)C(=O)N (1s,4s)-4-(8-(2,6-dichloro-4-(trifluoromethoxy)phenylamino)-2-(4,4-difluorocyclohexylamino)-9H-purin-9-yl)cyclohexanecarboxamide